ClC=1C=C2C=C(NC2=CC1OCC1=CC(=NO1)C)CNC(=O)N1C(CC1)C#N N-({5-chloro-6-[(3-methyl-5-isoxazolyl)methoxy]-2-indolyl}methyl)-2-cyano-1-azetidinecarboxamide